(S)-5-((4-((2-hydroxy-1-phenylethyl)amino)-5-(5-(pyridin-3-yl)-1,3,4-oxadiazol-2-yl)pyridin-2-yl)amino)-3,3-dimethylisoindolin-1-one OC[C@H](C1=CC=CC=C1)NC1=CC(=NC=C1C=1OC(=NN1)C=1C=NC=CC1)NC=1C=C2C(NC(C2=CC1)=O)(C)C